CN(C(C1=CC=C(C(=O)N)C=C1)=O)C N4,N4-dimethyl-terephthalamide